5H-dibenz[b,f]azepine C1=CC=CC=2NC3=C(C=CC21)C=CC=C3